C1(CC1)[C@]1(C(N(C[C@H]1C)C=1C=2N(N=CC1)C=C(C2)C=2C=NN(C2)C2=NC=CC=C2)=O)C#N (3R,4S)-3-cyclopropyl-4-methyl-2-oxo-1-[6-(1-pyridin-2-ylpyrazol-4-yl)pyrrolo[1,2-b]pyridazin-4-yl]pyrrolidine-3-carbonitrile